C1(C=CC(N1C(C(O)N1C(C=CC1=O)=O)O)=O)=O 1,2-bismaleimido-1,2-ethanediol